IC1(C(C=C(C=C1I)I)CCN)CCN 2,3,5-triiodobenzenediethylamine